2-(4,6-diphenyl-1,3,5-triazine-2-yl)-5-hexyloxyphenol C1(=CC=CC=C1)C1=NC(=NC(=N1)C1=CC=CC=C1)C1=C(C=C(C=C1)OCCCCCC)O